2-amino-3-fluorobenzoic acid NC1=C(C(=O)O)C=CC=C1F